FC(OC=1C=2N(N=C(C1)C=1N=C3N(C(C1)=O)C=C(S3)N3CCNCC3)C=C(N2)C)F 7-[8-(Difluoromethoxy)-2-methylimidazo[1,2-b]pyridazin-6-yl]-2-piperazin-1-yl-thiazolo[3,2-a]pyrimidin-5-on